tert-butyl 4-[(6-{5-[(1R)-6-chloro-1-[(2,2-dimethylpropanoyl)oxy]-2,3-dihydro-1H-indene-4-sulfonamido]-2-fluorophenyl}quinazolin-2-yl)amino]piperidine-1-carboxylate ClC=1C=C(C=2CC[C@H](C2C1)OC(C(C)(C)C)=O)S(=O)(=O)NC=1C=CC(=C(C1)C=1C=C2C=NC(=NC2=CC1)NC1CCN(CC1)C(=O)OC(C)(C)C)F